3-(4-{4-[4-(3,5-DIFLUORO-PHENYL)-PIPERIDIN-1-YLMETHYL]-BENZYLOXY}-1-OXO-1,3-DIHYDRO-ISOINDOL-2-YL)-PIPERIDINE-2,6-DIONE, HYDROCHLORIDE Cl.FC=1C=C(C=C(C1)F)C1CCN(CC1)CC1=CC=C(COC2=C3CN(C(C3=CC=C2)=O)C2C(NC(CC2)=O)=O)C=C1